CC1=CC(=NN1C1=CC=C(C=C1)OC(F)(F)F)C1CC2CCC(C1)N2 3-[5-methyl-1-[4-(trifluoromethoxy)phenyl]pyrazol-3-yl]-8-azabicyclo[3.2.1]octane